CC(CCCCCCCC)CCCCCCCCCC 9-Methyl-nonadecane